FC=1C=C(C=C(C1)C)C1=NO[C@](C1)(C(=O)N[C@H]1CO[C@H](C1)C(NOC)=O)C=C |o1:16,19| (5S)-3-(3-fluoro-5-methyl-phenyl)-N-[rel-(3R,5R)-5-(methoxycarbamoyl)tetrahydrofuran-3-yl]-5-vinyl-4H-isoxazole-5-carboxamide